7-Fluoro-1-methyl-2,4-dioxo-N-(1-phenylpiperidin-4-yl)-1,2,3,4-tetrahydroquinazoline-6-sulfonamide FC1=C(C=C2C(NC(N(C2=C1)C)=O)=O)S(=O)(=O)NC1CCN(CC1)C1=CC=CC=C1